C1(CC1)S(=O)(=O)C=1N=C2N(N1)[C@@H](C[C@@H]2F)C2=C(C(=CC=C2F)F)F (5S,7S)-2-cyclopropylsulfonyl-7-fluoro-5-(2,3,6-trifluorophenyl)-6,7-dihydro-5H-pyrrolo[1,2-b][1,2,4]triazole